3-((4-chloro-7-fluoropyrrolo[2,1-f][1,2,4]triazin-6-yl)methyl)-1-methylpyrimidine-2,4(1H,3H)-dione ClC1=NC=NN2C1=CC(=C2F)CN2C(N(C=CC2=O)C)=O